C1(CC1)C=1C2=C(N=NC1C1=C(C=C(C=C1)C(F)(F)F)O)N(C=N2)[C@H]2[C@@H](CCCC2)O 2-[4-cyclopropyl-7-[(1R,2R)-2-hydroxycyclohexyl]imidazo[4,5-c]pyridazin-3-yl]-5-(trifluoromethyl)phenol